FC(CN1N=CC2=NC=C(C=C21)C=C)(F)F 1-(2,2,2-trifluoroethyl)-6-vinyl-pyrazolo[4,3-b]pyridine